3-(methylsulfonylamino)-1H-pyrazole-1-carboxylic acid 4-nitrophenyl ester [N+](=O)([O-])C1=CC=C(C=C1)OC(=O)N1N=C(C=C1)NS(=O)(=O)C